CC=1C(=NC(=C(C1)C)N1CC2(CN(C2)C)CCC1)C(=O)OCC(C=C)OC1=CC(=CC(=C1)Cl)Cl 2-(3,5-dichlorophenoxy)but-3-en-1-ol methyl-5-methyl-6-{2-methyl-2,6-diazaspiro[3.5]nonan-6-yl}pyridine-2-carboxylate